OB1OCC2=C1C(=C(C=C2)C(=O)N[C@@H](C(C)C)C(=O)OC[C@H]2COCC2)C ((R)-tetrahydrofuran-3-yl)methyl (1-hydroxy-7-methyl-1,3-dihydrobenzo[c][1,2]oxaborole-6-carbonyl)-L-valinate